F[C@@H]1CN(C[C@@H]1NC1=NN2C(C(=N1)OC)=C(C=C2)C=2C=C1C=CC=NC1=CC2)C(C)=O 1-((3R,4S)-3-fluoro-4-((4-methoxy-5-(quinolin-6-yl)pyrrolo[2,1-f][1,2,4]triazin-2-yl)amino)pyrrolidin-1-yl)ethan-1-one